Cl.C(C)N=C=NCCCN(C)C 3-(ethyliminomethyleneamino)-N,N-dimethylpropane-1-amine, hydrochloride